(3-amino-1-(5-amino-2-fluorophenyl)-3-oxopropyl) carbamate C(N)(OC(CC(=O)N)C1=C(C=CC(=C1)N)F)=O